4-(2,5-Dichloro-Thiophen-3-Yl)-Pyrimidin-2-Ylamine ClC=1SC(=CC1C1=NC(=NC=C1)N)Cl